FC=1C=C2NC=CC2=C2CCC(N(CC3(CC3)CCCC(C3=CN=C(C=4C(=CC=C(OC12)C4)F)N3)(C3=CC=CC=C3)C)C)=O 23,29-Difluoro-6,12-dimethyl-6-phenyl-spiro[25-oxa-3,12,20,31-tetrazapentacyclo[24.3.1.12,5.016,24.017,21]hentriaconta-1(30),2,4,16,18,21,23,26,28-nonaene-10,1'-cyclopropane]-13-one